ClC=1C(=NC(=NC1)NC1=NC=C(C=C1)N1CCNCC1)N1C=C(C2=CC=CC=C12)C(=O)N 1-[5-chloro-2-(5-piperazin-1-yl-pyridin-2-ylamino)-pyrimidin-4-yl]-1H-indole-3-carboxamide